BrC1=C2C=CN(C2=CC(=C1OC1=CC(=C(C=C1)F)C1=NN(C=C1)C1OCCCC1)F)S(=O)(=O)C1=CC=C(C)C=C1 4-bromo-6-fluoro-5-(4-fluoro-3-(1-(tetrahydro-2H-pyran-2-yl)-1H-pyrazol-3-yl)phenoxy)-1-tosyl-1H-indole